tert-butyl 4-[4-(4-{1-[(tert-butoxy)carbonyl]-1,2,3,6-tetrahydropyridin-4-yl}benzamido)-2-fluoro-5-methylphenyl]-1,2,3,6-tetrahydropyridine-1-carboxylate C(C)(C)(C)OC(=O)N1CCC(=CC1)C1=CC=C(C(=O)NC2=CC(=C(C=C2C)C=2CCN(CC2)C(=O)OC(C)(C)C)F)C=C1